potassium 2,2'-bipyridine N1=C(C=CC=C1)C1=NC=CC=C1.[K]